1-[6-(3-aminoazetidin-1-yl)pyridin-3-yl]-6-chloro-7-[(2R)-2-{[(3-chloropyridin-2-yl)oxy]methyl}pyrrolidin-1-yl]-4-oxo-1,4-dihydroquinoline-3-carboxylic acid NC1CN(C1)C1=CC=C(C=N1)N1C=C(C(C2=CC(=C(C=C12)N1[C@H](CCC1)COC1=NC=CC=C1Cl)Cl)=O)C(=O)O